ClC(CSCC1=CNC(O1)=O)C 5-[(2-Chloropropylthio)methyl]oxazol-2(3H)-one